1-isopropyl-3-(5-methoxy-1H-indol-2-yl)-1H-pyrazolo[3,4-d]pyrimidin-4-amine C(C)(C)N1N=C(C=2C1=NC=NC2N)C=2NC1=CC=C(C=C1C2)OC